ClC1=C(C(=CC=C1C)F)C1=NC=C2N1C=CN=C2N2CCC1([C@@H](C=3N(N=CC3)C1)N)CC2 (S)-1-(3-(2-chloro-6-fluoro-3-methylphenyl)imidazo[1,5-a]pyrazin-8-yl)-4'h,6'h-spiro[piperidine-4,5'-pyrrolo[1,2-b]pyrazol]-4'-amine